(4-((6,7-dimethoxyquinazolin-4-yl)oxy)phenyl)-N-(5-methylisoxazol-3-yl)-2-oxoacetamide COC=1C=C2C(=NC=NC2=CC1OC)OC1=CC=C(C=C1)C(C(=O)NC1=NOC(=C1)C)=O